COC(=O)C=1C=CC2=C(N(C(=N2)CN2CCC(CC2)(O)C2=NC(=CC=C2)OCC2=CC=CC=C2)C[C@H]2OCC2)C1 (S)-2-((4-(6-(benzyloxy)pyridin-2-yl)-4-hydroxypiperidin-1-yl)methyl)-1-(oxetan-2-ylmethyl)-1H-benzo[d]imidazole-6-carboxylic acid methyl ester